FC(C=1N=C2N(N=C(C(=C2C)C)N2CC=3C=C(C=NC3CC2)C=2C(=CC=3N(C2)C=CN3)C)C(C1)=O)F 2-(difluoromethyl)-8,9-dimethyl-7-(3-(7-methylimidazo[1,2-a]pyridin-6-yl)-7,8-dihydro-1,6-naphthyridin-6(5H)-yl)-4H-pyrimido[1,2-b]pyridazin-4-one